6-[4-Fluoro-3-(trifluoromethyl)phenyl]-1-[(5-methoxy-3-pyridyl)methyl]pyrazolo[4,3-b]pyridine FC1=C(C=C(C=C1)C=1C=C2C(=NC1)C=NN2CC=2C=NC=C(C2)OC)C(F)(F)F